N1=NC(=NC=C1)C1=C(C=C(C=C1)C=1C=NN(C1)C)O 1,2,4-triazin-3-yl-5-(1-methyl-1H-pyrazol-4-yl)phenol